C1(C=CC(N1N([C@@H](C(C)C)C(=O)O)C(CCCCC)=O)=O)=O maleimido-hexanoyl-Valine